4,4-dimethyl-1,10-diazatricyclo[6.4.0.0[2,6]]dodecane-2(6),7-dien-9-one CC1(CC=2N3CCNC(C3=CC2C1)=O)C